5-bromo-4-methoxy-1-(tetrahydro-2H-pyran-4-yl)-1H-indazole BrC=1C(=C2C=NN(C2=CC1)C1CCOCC1)OC